Cl.Cl.N1=CC(=C2N1CCNC2)C(=O)O 4H,5H,6H,7H-pyrazolo[1,5-a]pyrazine-3-carboxylic acid dihydrochloride